CC=1N=C2N(N=C(C=C2C)C=2SC3=C(N2)SC(=C3)C3CCOCC3)C1 2,8-dimethyl-6-[5-(oxan-4-yl)thieno[2,3-d][1,3]thiazol-2-yl]imidazo[1,2-b]pyridazine